(S)-2-Phenylpiperidin-4-one C1(=CC=CC=C1)[C@H]1NCCC(C1)=O